4-(3-isopropyl-1H-indol-5-yl)-6-oxo-3,6-dihydropyridine-1(2H)-carboxylic acid tert-butyl ester C(C)(C)(C)OC(=O)N1CCC(=CC1=O)C=1C=C2C(=CNC2=CC1)C(C)C